ClC/C=C/C(=O)NC1=C(C=C(C=C1F)C(=O)C1=CNC2=C(C=CC=C12)C1=CC2=C(N(C(=N2)C)C)C=C1C(F)(F)F)F (E)-4-chloro-N-(4-(7-(1,2-dimethyl-6-(trifluoromethyl)-1H-benzo[d]imidazol-5-yl)-1H-indole-3-carbonyl)-2,6-difluorophenyl)but-2-enamide